anti-dimethylsilanediyl[2-methyl-4,8-di(3,5-dimethylphenyl)-1,5,6,7-tetrahydro-s-indacen-1-yl][2-methyl-4-(3,5-dimethylphenyl)-5-methoxy-6-tert-butylinden-1-yl]zirconium dichloride [Cl-].[Cl-].C[Si](=[Zr+2](C1C(=CC2=C(C(=C(C=C12)C(C)(C)C)OC)C1=CC(=CC(=C1)C)C)C)C1C(=CC2=C(C=3CCCC3C(=C12)C1=CC(=CC(=C1)C)C)C1=CC(=CC(=C1)C)C)C)C